COC=1C=C2C(=NC1)C=C(N2C(=O)[O-])B2OC(C(O2)(C)C)(C)C 6-methoxy-2-(4,4,5,5-tetramethyl-1,3,2-dioxaborolan-2-yl)-1H-pyrrolo[3,2-b]pyridine-1-carboxylate